3-(4-fluoro-5-(((5-methoxy-4-((4-(1-methyl-1H-indol-3-yl)pyrimidin-2-yl)amino)-2-Nitrophenyl)amino)methyl)-1-oxoisoindolin-2-yl)piperidine-2,6-dione FC1=C2CN(C(C2=CC=C1CNC1=C(C=C(C(=C1)OC)NC1=NC=CC(=N1)C1=CN(C2=CC=CC=C12)C)[N+](=O)[O-])=O)C1C(NC(CC1)=O)=O